rac-(1r,2r,3s,4r,5s)-5-hydroxy-3-(1-methyl-3-(trifluoromethyl)-1H-pyrazol-4-yl)-N-(4-(trifluoromethyl)phenyl)-7-oxabicyclo[2.2.1]heptane-2-carboxamide O[C@@H]1[C@H]2[C@@H]([C@H]([C@@H](C1)O2)C(=O)NC2=CC=C(C=C2)C(F)(F)F)C=2C(=NN(C2)C)C(F)(F)F |r|